fluoromethyl mercaptan FCS